C=1N=CN2C1C(CCC2)=NO 6,7-dihydroimidazo[1,5-a]pyridin-8(5H)-one oxime